3-bromo-4-oxo-1,4-dihydropyridine-5-carboxylic acid ethyl ester C(C)OC(=O)C=1C(C(=CNC1)Br)=O